N-(4-(4-amino-1-isopropyl-7-((1r,4r)-4-((2-methoxyethyl)amino)cyclohexyl)-1H-pyrazolo[4,3-c]pyridin-3-yl)-2,5-difluorophenyl)-2-chloro-5-ethylbenzenesulfonamide NC1=NC=C(C2=C1C(=NN2C(C)C)C2=CC(=C(C=C2F)NS(=O)(=O)C2=C(C=CC(=C2)CC)Cl)F)C2CCC(CC2)NCCOC